N-(4-(6-(3-(2,6-diazaspiro[3.3]heptan-2-yl)propoxy)-7-methoxyquinazolin-4-yl)phenyl)-2-(4-(trifluoromethyl)phenyl)acetamide C1N(CC12CNC2)CCCOC=2C=C1C(=NC=NC1=CC2OC)C2=CC=C(C=C2)NC(CC2=CC=C(C=C2)C(F)(F)F)=O